N-(4-Cyclopropyl-2-fluorophenyl)-2-[4-([1,2,4]triazolo[1,5-a]pyridin-7-yl)phenyl]acetamide C1(CC1)C1=CC(=C(C=C1)NC(CC1=CC=C(C=C1)C1=CC=2N(C=C1)N=CN2)=O)F